COC1=C(C=CC=C1)CC=O 2-(2-methoxyphenyl)acetaldehyde